sodium acetate C(C)(=O)[O-].[Na+]